BrC1=CC=C(C=C1)[C@]12[C@](C3=C(C=NC=C3OC)O1)([C@@H]([C@@H]([C@H]2C2=CC=CC=C2)C(=O)NC2CC2)O)O |r| Rac-(4bS,5R,6R,7S,7aR)-7a-(4-bromophenyl)-N-cyclopropyl-4b,5-dihydroxy-4-methoxy-7-phenyl-4b,6,7,7a-tetrahydro-5H-cyclopenta[4,5]furo[2,3-c]pyridine-6-carboxamide